CC=1C=C(C(C(=O)OC)=CC1[N+](=O)[O-])C(=O)OC Dimethyl 4-methyl-5-nitrophthalate